FC(F)(F)C(C1=CC=CC=C1)N1N=C(C2=CC=CC=C12)N 1-(trifluoromethylbenzyl)-1H-indazol-3-amine